N-(2-(4-((4-(2-acetyl-5-fluoro-1H-indol-3-yl)-1H-1,2,3-triazol-1-yl)methyl)piperidin-1-yl)ethyl)-4-(3,5-dimethylisoxazol-4-yl)benzenesulfonamide C(C)(=O)C=1NC2=CC=C(C=C2C1C=1N=NN(C1)CC1CCN(CC1)CCNS(=O)(=O)C1=CC=C(C=C1)C=1C(=NOC1C)C)F